4-Methyl-4H-1,2,4-triazole CN1C=NN=C1